1,2-bis(diphenylphosphanyl)benzene C1(=CC=CC=C1)P(C1=C(C=CC=C1)P(C1=CC=CC=C1)C1=CC=CC=C1)C1=CC=CC=C1